(4-(5-((1-(2-methoxyethyl)-3-(pyridin-2-yl)-1H-pyrazol-4-yl)carbamoyl)furan-2-yl)-1H-pyrazol-1-yl)methyl dihydrogen phosphate P(=O)(OCN1N=CC(=C1)C=1OC(=CC1)C(NC=1C(=NN(C1)CCOC)C1=NC=CC=C1)=O)(O)O